boric acid silicon [Si].B(O)(O)O